COC1=CC=C2C(=CC=NC2=C1)N1N=C2C(CNCC2)=C1 7-methoxy-4-(4,5,6,7-tetrahydropyrazolo[4,3-c]pyridin-2-yl)quinoline